(1R,3S)-3-{5-[2-(2-formyl-3-hydroxyphenoxy) acetamido]-2H-pyrazol-3-yl}cyclopentyl (2R)-2-methylpyrrolidine-1-carboxylate C[C@H]1N(CCC1)C(=O)O[C@H]1C[C@H](CC1)C=1NN=C(C1)NC(COC1=C(C(=CC=C1)O)C=O)=O